2-(aminomethyl)-6-borononorleucine NC[C@](N)(CCCCB(O)O)C(=O)O